C1(CC1)N1C=C(C(C2=CC(=C(C=C12)N1CCN(CC1)C(CCC(=O)NC1=CC(=C(C=C1)C(=O)OCC)O)=O)F)=O)C(=O)O 1-Cyclopropyl-7-(4-(4-((4-(ethoxycarbonyl)-3-hydroxyphenyl)amino)-4-oxobutanoyl)piperazin-1-yl)-6-fluoro-4-oxo-1,4-dihydroquinoline-3-carboxylic acid